4-(6-(4-(2-isopropoxypropanoyl)piperazin-1-yl)pyridin-3-yl)-6-(1-methyl-1H-pyrazol-4-yl)pyrazolo[1,5-a]pyrazine-3-carbonitrile C(C)(C)OC(C(=O)N1CCN(CC1)C1=CC=C(C=N1)C=1C=2N(C=C(N1)C=1C=NN(C1)C)N=CC2C#N)C